N-(5-Fluoro-6-(2H-1,2,3-triazol-2-yl)pyridin-3-yl)-1-(isochinolin-4-yl)-5-(trifluoromethyl)-1H-pyrazol-4-carboxamid FC=1C=C(C=NC1N1N=CC=N1)NC(=O)C=1C=NN(C1C(F)(F)F)C1=CN=CC2=CC=CC=C12